NC1=C(C(=O)OC)C=CC(=C1)C(=O)OC(C)(C)C 4-(tert-butyl) 1-methyl 2-aminoterephthalate